methyl 1-(2-amino-6-(difluoromethyl)phenyl)-4-(bis(4-methoxybenzyl)amino)-6-oxo-1,6-dihydropyrimidine-5-carboxylate NC1=C(C(=CC=C1)C(F)F)N1C=NC(=C(C1=O)C(=O)OC)N(CC1=CC=C(C=C1)OC)CC1=CC=C(C=C1)OC